The molecule is a disaccharide derivative consisting of an alpha-D-glucosyl residue glycosidically linked to a 5-aminopentyl group and which carries at O-6 an alpha-D-glucosyluronic acid residue. It is a disaccharide derivative and a glycoside. C(CCN)CCO[C@@H]1[C@@H]([C@H]([C@@H]([C@H](O1)CO[C@@H]2[C@@H]([C@H]([C@@H]([C@H](O2)C(=O)O)O)O)O)O)O)O